FC1=CC=C(C=C1)NC(=O)C1=NNC2=NC=CC=C21 N-(4-fluorophenyl)-1H-pyrazolo[3,4-b]pyridine-3-carboxamide